acryloxydodecylbromodimethylsilane C(C=C)(=O)OCCCCCCCCCCCC[Si](C)(C)Br